FC=1C(=C(C=CC1F)[C@@H]1[C@H](O[C@]([C@H]1C)(C(F)(F)F)C)C(=O)NC1=CC(=NC(=C1)F)C(=O)N)OC 4-[[(2S,3R,4S,5R)-3-(3,4-difluoro-2-methoxy-phenyl)-4,5-dimethyl-5-(trifluoromethyl)tetrahydrofuran-2-carbonyl]amino]-6-fluoro-pyridine-2-carboxamide